7-((R)-2-((3aS,5S,6aR)-5-(2-fluorophenoxy)-3a-hydroxyhexahydrocyclopenta[c]pyrrol-2(1H)-yl)-1-hydroxyethyl)-4,5-dihydrobenzo[d][1,3]oxazepin-2(1H)-one FC1=C(O[C@@H]2C[C@@]3([C@@H](CN(C3)C[C@H](O)C3=CC4=C(NC(OCC4)=O)C=C3)C2)O)C=CC=C1